(difluoromethyl)-1-((2-fluoropyridin-4-yl)methyl)-1H-pyrrole-2-carboxamide FC(F)C1=C(N(C=C1)CC1=CC(=NC=C1)F)C(=O)N